1-(4-methylphenyl)prop-2-en-1-ol CC1=CC=C(C=C1)C(C=C)O